C1(=CC=CC=C1)C(=CCN(C(C=CC1=CC=CC=C1)=O)CCN1CCCC1)C1=CC=CC=C1 N-(3,3-diphenylallyl)-N-(2-(pyrrolidin-1-yl)ethyl)cinnamamide